C(C)OC(=O)C1C(C(CC(C1)=O)C(=O)OCC)=O 2,6-bis(ethoxycarbonyl)-cyclohexane-1,4-dione